CCCCCCCCCCCCCCCCCCCCCC(=O)OC[C@H](COP(=O)(O)OC[C@@H](C(=O)O)N)OC(=O)CCCCCCC/C=C\CCCCCC 1-docosanoyl-2-(9Z-hexadecenoyl)-glycero-3-phosphoserine